N(=[N+]=[N-])[C@H]([C@@H](F)C1=CC=C(C=C1)[N+](=O)[O-])[C@@H](C)F |r| (±)-1-((1S,2S,3R)-2-azido-1,3-difluorobutyl)-4-nitrobenzene